2-(6-(methoxymethyl)pyridin-2-yl)-1H-benzo[d]imidazole-5-carboxamidine dihydrochloride Cl.Cl.COCC1=CC=CC(=N1)C1=NC2=C(N1)C=CC(=C2)C(=N)N